1-(5-(1-oxoisoindolin-5-yl)-1H-indol-3-yl)-3-(4-(trifluoromethyl)phenyl)urea O=C1NCC2=CC(=CC=C12)C=1C=C2C(=CNC2=CC1)NC(=O)NC1=CC=C(C=C1)C(F)(F)F